N-Methyl-glutarimide CN1C(CCCC1=O)=O